C(C)(C)(C)OC(=O)N[C@H](C(=O)OCN1CCCCC1)C(C)C Piperidin-1-ylmethyl (S)-2-tert-butoxycarbonylamino-3-methylbutyrate